C(CCCCCCCCCCCCCCCCC)OC(CCC1=CC(=C(C(=C1)C(C)(C)C)O)C(C)(C)C)=O Octadecyl-3-[3,5-bis(1,1-dimethylethyl)-4-hydroxyphenyl]-propionate